4-Benzyl 1-tert-butyl 2-methylpiperazine-1,4-dicarboxylate CC1N(CCN(C1)C(=O)OCC1=CC=CC=C1)C(=O)OC(C)(C)C